FC1=C(NCC=2C=NC=NC2)C(=CC=C1)[N+](=O)[O-] 2-fluoro-6-nitro-N-(pyrimidin-5-ylmethyl)aniline